3-fluoro-2-hydroxy-5-(4-hydroxy-4-(4-(pyrrolidin-1-yl)phenyl)piperidine-1-carbonyl)benzaldehyde FC=1C(=C(C=O)C=C(C1)C(=O)N1CCC(CC1)(C1=CC=C(C=C1)N1CCCC1)O)O